methyloctadecan-1-ol CC(CCCCCCCCCCCCCCCCC)O